OCC1COC2=C(O1)C=CC=C2N2C(CNCC2)CO 2-(hydroxymethyl)-5-(2-(hydroxymethyl)piperazin-1-yl)-2,3-dihydro-1,4-benzodioxine